ClC1=C(C=CC(=C1)Cl)S(=O)(=O)NC1=CC(=C(C(=C1)Cl)OC=1C=NC2=CC=CC=C2C1)Cl 2,4-dichloro-N-(3,5-dichloro-4-quinolin-3-yloxyphenyl)benzenesulfonamide